CN(C(CC=1NC(=NN1)C=1C(=CC(=C(C1)NC(=O)C=1C=NN2C1C=CC=C2)C)F)=O)C N-[5-[5-[2-(Dimethylamino)-2-oxoethyl]-4H-1,2,4-triazol-3-yl]-4-fluoro-2-methylphenyl]pyrazolo[1,5-a]pyridine-3-carboxamide